methyl (R)-2-bromo-3-cyclopropylpropanoate Br[C@@H](C(=O)OC)CC1CC1